C(#N)C1=C(C=C(C=C1)N1CCC(CC1)C(=O)NC=1N=NC(=CC1)OC1CCNCC1)C(F)(F)F 1-(4-cyano-3-(trifluoromethyl)phenyl)-N-(6-(piperidin-4-yloxy)pyridazin-3-yl)piperidine-4-carboxamide